5-((S)-1-(((S)-tert-butylsulfinyl)amino)-3-methylbutyl)thiophene-3-carboximidamide C(C)(C)(C)[S@](=O)N[C@@H](CC(C)C)C1=CC(=CS1)C(N)=N